(S)-4-(3-aminopropyl)-9-ethyl-5-fluoro-9-hydroxy-1,2,3,9,12,15-hexahydro-10H,13H-benzo[de]pyrano[3',4':6,7]indolizino[1,2-b]quinoline-10,13-dione NCCCC1=C2C=3C(=C4C(=NC3C=C1F)C1=CC3=C(C(N1C4)=O)COC([C@]3(O)CC)=O)CCC2